3,4-dimethyl-butene CC(C=C)CC